C1=C(C=CC=2C(C3=CC=C(C=C3C(C12)=O)S(=O)(=O)O)=O)S(=O)(=O)O anthraquinone-2,7-disulfonic acid